NC1=NC=NN2C1=C(C=C2C2CCN(CC2)C(C(C)C)=O)C2=CC=C(C=C2)C2=C(C(N(C(=C2C#N)C)C2=CC=CC=C2)=O)C(=O)N (4-(4-amino-7-(1-isobutyrylpiperidin-4-yl)pyrrolo[2,1-f][1,2,4]triazin-5-yl)phenyl)-5-cyano-6-methyl-2-oxo-1-phenyl-1,2-dihydropyridine-3-carboxamide